C(C(C)C)N1C(=NC=2N(C(NC(C12)=O)=O)C)SC(C(=O)OCC)CC ethyl 2-[(7-isobutyl-3-methyl-2,6-dioxo-2,3,6,7-tetrahydro-1H-purin-8-yl)thio]butanoate